COC1=CC=C(C=C1)N1C=NN(C1=O)CC1=CC(=C(OC(C(=O)OCC)(C)C)C=C1)C Ethyl 2-(4-((4-(4-methoxyphenyl)-5-oxo-4,5-dihydro-1H-1,2,4-triazol-1-yl)methyl)-2-methylphenoxy)-2-meth-ylpropionate